C(CCCC)[C@@H]1C[C@@H]2CC[C@H](C[C@H]2CC1)C1CCC(CC1)C(C)O 1-((1R,4r)-4-((2R,4aS,6S,8aR)-6-amyl-decalin-2-yl)cyclohexyl)ethane-1-ol